[Si](C)(C)(C(C)(C)C)O[C@@H]1C[C@H](N(C1)C(=O)OC(C)(C)C)CN1N=CC=2C1=NC(=NC2)Cl tert-butyl (2S,4R)-4-((tert-butyldimethylsilyl)oxy)-2-((6-chloro-1H-pyrazolo[3,4-d]pyrimidin-1-yl)methyl)pyrrolidine-1-carboxylate